NC(C)C=1C=C(C=C2C(N(C(=NC12)N1CCOCC1)CC)=O)C 8-(1-aminoethyl)-3-ethyl-6-methyl-2-morpholino-quinazolin-4-one